5-Chloro-N4-(2-dimethylphosphorylphenyl)-N2-[3-(2-methylthiazol-4-yl)phenyl]pyrimidine-2,4-diamine ClC=1C(=NC(=NC1)NC1=CC(=CC=C1)C=1N=C(SC1)C)NC1=C(C=CC=C1)P(=O)(C)C